C(C)(C)(C)C1=CC=C(C=C1)S(=O)(=O)NC=1C=CC=C2C=CC(=NC12)CN(C)C 4-(tert-Butyl)-N-(2-((dimethylamino)methyl)quinolin-8-yl)benzenesulfonamide